2-[6-[(3S)-3-(hydroxymethyl)-1-piperidyl]pyridazin-3-yl]-3-methyl-5-(trifluoromethyl)phenol OC[C@@H]1CN(CCC1)C1=CC=C(N=N1)C1=C(C=C(C=C1C)C(F)(F)F)O